FC1=CC=C2C=C(NC2=C1)C1=C(C(OC1(CCCCC)O)=C=O)C(=O)NOC 4-(6-fluoro-1H-indol-2-yl)-5-hydroxy-N-methoxy-2-carbonyl-5-pentyl-2,5-dihydrofuran-3-carboxamide